[Ni].O=C1N(C(C2=CC=CC=C12)=O)C1C2(CC1(C2)C2=CC=NC=C2)C(=O)O 1,3-dioxoisoindolin-2-yl-3-(pyridin-4-yl)bicyclo[1.1.1]pentane-1-carboxylic acid nickel